N1(CCC1)C(C(C)(C)C=1C=CC(=NC1)NC1=C(N=NC(=C1)C1=C(C=CC=C1F)F)C(=O)N)=O ((5-(1-(azetidin-1-yl)-2-methyl-1-oxopropan-2-yl)pyridin-2-yl)amino)-6-(2,6-difluorophenyl)pyridazine-3-carboxamide